4-(6-(2,8-diazaspiro[4.5]decan-8-yl)pyridin-3-yl)-6-ethoxy-1H-pyrazolo[3',4':3,4]pyrazolo[1,5-a]pyridine C1NCCC12CCN(CC2)C2=CC=C(C=N2)C=2C=1N(C=C(C2)OCC)N=C2C1C=NN2